aluminum silicon arsenic [As].[Si].[Al]